2,6-dimethoxy-p-cresol COC1=CC(=CC(=C1O)OC)C